4-(4-formylphenoxy)benzonitrile C(=O)C1=CC=C(OC2=CC=C(C#N)C=C2)C=C1